(6-o-methylbenzoyl-N-ethylcarbazole-3-yl)-ethanone oxime CC1=C(C(=O)C=2C=C3C=4C=C(C=CC4N(C3=CC2)CC)C(C)=NO)C=CC=C1